(4aR,8aS)-tert-butyl 1-(4-fluorophenyl)-4a-(thiazole-4-carbonyl)-4a,5,7,8,8a,9-hexahydro-1H-pyrazolo[3,4-g]isoquinoline-6(4H)-carboxylate FC1=CC=C(C=C1)N1N=CC2=C1C[C@@H]1CCN(C[C@]1(C2)C(=O)C=2N=CSC2)C(=O)OC(C)(C)C